di(2-methylbenzoyl)peroxide CC1=C(C(=O)OOC(C2=C(C=CC=C2)C)=O)C=CC=C1